5-acetyl-3-amino-6-methylbenzene-1,2,4-tricarboxylate C(C)(=O)C1=C(C(=C(C(=C1C)C(=O)[O-])C(=O)[O-])N)C(=O)[O-]